3-bromo-5-(3-iodo-4-methoxyphenoxy)pyridine BrC=1C=NC=C(C1)OC1=CC(=C(C=C1)OC)I